FC(C=1C(=C2CCNCC2=C(C1)O[C@@H]1[C@H]([C@H]([C@@H](C1)N1C=CC2=C1N=CN=C2C)O)O)F)F (1S,2S,3S,5R)-3-((6-(difluoromethyl)-5-fluoro-1,2,3,4-tetrahydroisoquinolin-8-yl)oxy)-5-(4-methyl-7H-pyrrolo[2,3-d]pyrimidin-7-yl)cyclopentane-1,2-diol